2-[2-fluoro-5-[[6-oxo-4-(trifluoromethyl)-1H-pyridine-3-carbonyl]amino]-4-[(3R,5S)-3,4,5-trimethylpiperazin-1-yl]phenyl]-N-methyl-1,3-thiazole-5-carboxamide FC1=C(C=C(C(=C1)N1C[C@H](N([C@H](C1)C)C)C)NC(=O)C1=CNC(C=C1C(F)(F)F)=O)C=1SC(=CN1)C(=O)NC